N-(2-chloro-6-fluorophenyl)-6,6-dimethyl-3-[1-(trimethylsilyl)cyclobutanecarboxamido]-4,6-dihydropyrrolo[3,4-c]pyrazole-5(1H)-carboxamide ClC1=C(C(=CC=C1)F)NC(=O)N1C(C=2NN=C(C2C1)NC(=O)C1(CCC1)[Si](C)(C)C)(C)C